1-(4Z,7Z,10Z,13Z,16Z,19Z-docosahexaenoyl)-2-(11Z-docosenoyl)-glycero-3-phospho-(1'-sn-glycerol) CCCCCCCCCC/C=C\CCCCCCCCCC(=O)O[C@H](COC(=O)CC/C=C\C/C=C\C/C=C\C/C=C\C/C=C\C/C=C\CC)COP(=O)(O)OC[C@H](CO)O